2-[(2E)-2-(aminomethyl)-3-fluoroprop-2-en-1-yl]-4-(5-[2-(methylsulfanyl)pyrimidin-5-yl]thiophen-2-ylmethyl)-2,4-dihydro-3H-1,2,4-triazol-3-one hydrochloride Cl.NC/C(/CN1N=CN(C1=O)CC=1SC(=CC1)C=1C=NC(=NC1)SC)=C\F